ClC=1C2=C(N=CN1)NC=C2 4-chloro-7H-pyrrolo[2,3-d]pyrimidine